NC=1SC(=CN1)S(=O)(=O)N1C[C@H]([C@H](CC1)NC1=NC=C(C(=N1)C1=CN=C(S1)C(C)O)C(F)(F)F)C 1-(5-(2-(((3R,4S)-1-((2-aminothiazol-5-yl)sulfonyl)-3-methylpiperidin-4-yl)amino)-5-(trifluoromethyl)pyrimidin-4-yl)thiazol-2-yl)ethan-1-ol